N1=CC=C(C=C1)CN1CC2(CN(C2)C(=O)N2CC3(C2)CN(C3)CC3=CC=NC=C3)C1 6-(pyridin-4-ylmethyl)-2,6-Diazaspiro[3.3]Heptane-2-yl ketone